CC(C(=O)OCC(COC(C(COS(=O)(=O)C1=CC=C(C)C=C1)(COS(=O)(=O)C1=CC=C(C)C=C1)C)=O)(C)C(=O)OCC1=CC=CC=C1)(COS(=O)(=O)C1=CC=C(C)C=C1)COS(=O)(=O)C1=CC=C(C)C=C1 2-((benzyloxy)carbonyl)-2-methylpropane-1,3-diyl bis(2-methyl-3-(tosyloxy)-2-((tosyloxy)methyl)propanoate)